(3-methoxy-2-pyridyl)methanone COC=1C(=NC=CC1)C=O